BrC1=CC=C2CN(C(C2=C1)=O)[C@@H](C(=O)OC)C1=C(C=CC(=C1)F)OC |r| methyl (2RS)-2-(6-bromo-1-oxo-isoindolin-2-yl)-2-(5-fluoro-2-methoxy-phenyl)acetate